C(C)(C)(C)OC(N[C@@H]1CC[C@H](CC1)OC=1C=CC2=C(CC(C=3C(=NC=NC23)N)(C)C)C1C(CCC#N)C)=O N-[trans-4-[[4-amino-7-(3-cyano-1-methyl-propyl)-5,5-dimethyl-6H-benzo[H]quinazolin-8-yl]oxy]cyclohexyl]carbamic acid tert-butyl ester